O1C(=COC=C1)CO 1,4-dioxin-2-methanol